C1(CC1)COC(CCCC)=O pentanoic acid cyclopropylmethyl ester